C(C)(C)(C)S(=O)NC1(COC1)C=1SC=CC1C(=O)O 2-(3-((tert-butylsulfinyl)amino)oxetan-3-yl)thiophene-3-carboxylic acid